C(CC)OC=1C=C(C=CC1)CC(=O)O 2-(3-propoxyphenyl)acetic acid